ClC=1N=C2C(=C(C=NC2=CC1)NC(=O)NC1=CC(=NC=C1F)C(F)(F)F)C(C)C N-(6-chloro-4-(propan-2-yl)-1,5-naphthyridin-3-yl)-N'-(5-fluoro-2-(trifluoromethyl)pyridin-4-yl)urea